(5-(benzyloxy)-1-(4-fluoro-3-methylphenyl)-2-isopropyl-1H-indol-3-yl)acetic acid C(C1=CC=CC=C1)OC=1C=C2C(=C(N(C2=CC1)C1=CC(=C(C=C1)F)C)C(C)C)CC(=O)O